BrC1=CC(=C(C=C1)C=1OC(C2=C(N1)C=C1C(=C2)OCCO1)=O)S(=O)(=O)C 2-(4-bromo-2-(methylsulfonyl)phenyl)-7,8-dihydro-4H-[1,4]dioxino[2',3':4,5]benzo[1,2-d][1,3]oxazin-4-one